dimethyl ((1R,1'R)-((2S,2'S)-(((9,9-dipentyl-9H-fluorene-2,7-diyl)bis(azanediyl))bis(carbonyl))bis(pyrrolidine-2,1-diyl))bis(2-oxo-1-phenylethane-2,1-diyl))dicarbamate C(CCCC)C1(C2=CC(=CC=C2C=2C=CC(=CC12)NC(=O)[C@H]1N(CCC1)C([C@@H](C1=CC=CC=C1)NC(OC)=O)=O)NC(=O)[C@H]1N(CCC1)C([C@@H](C1=CC=CC=C1)NC(OC)=O)=O)CCCCC